(S,E)-2-(1-Acetylpyrrolidin-2-yl)-N-((1,2,3,5,6,7-hexahydro-s-indacen-4-yl)carbamoyl)-ethenesulfonamid C(C)(=O)N1[C@@H](CCC1)/C=C/S(=O)(=O)NC(NC1=C2CCCC2=CC=2CCCC12)=O